Cl.Cl.N1CCC2(CC1)[C@@H](C1=CC=CC=C1C2)N (1S)-1,3-dihydrospiro[Inden-2,4'-piperidine]-1-amine dihydrochloride